BrC=1N=C2N(C1)CC(C2)C 2-bromo-6-methyl-6,7-dihydro-5H-pyrrolo[1,2-a]Imidazole